2-(2-methoxyphenoxy)fumaric acid COC1=C(O/C(/C(=O)O)=C\C(=O)O)C=CC=C1